N1=C(C=CC=2CCCNC12)N 5,6,7,8-tetrahydro-1,8-naphthyridin-2-amine